(3R)-1-(5-(4-cyclopropyl-3-fluorophenyl)-2,3-dihydro-1H-inden-1-yl)pyrrolidine-3-carboxylic acid methyl ester COC(=O)[C@H]1CN(CC1)C1CCC2=CC(=CC=C12)C1=CC(=C(C=C1)C1CC1)F